5-methyl-3-indolecarboxylic acid CC=1C=C2C(=CNC2=CC1)C(=O)O